1-(3,4-difluorophenyl)-6-(5-(3,5-dimethylisoxazol-4-yl)-1-(4-(hydroxymethyl)thiazol-2-yl)-1H-benzo[d]imidazol-2-yl)piperidin-2-one FC=1C=C(C=CC1F)N1C(CCCC1C1=NC2=C(N1C=1SC=C(N1)CO)C=CC(=C2)C=2C(=NOC2C)C)=O